dimethyl 2-((4-(dimethylamino)benzoyl) oxy)malonate CN(C1=CC=C(C(=O)OC(C(=O)OC)C(=O)OC)C=C1)C